lauramide maleate C(\C=C/C(=O)O)(=O)O.C(CCCCCCCCCCC)(=O)N